FC(C(=O)O)(F)F.N1CCC(CC1)N piperidin-4-amine trifluoroacetic acid salt